N-(3-chloro-2-methoxyphenyl)-4-{[(3-{(1R)-1-[1,4-dioxan-2-yl]ethoxy}pyridin-4-yl)methyl]amino}-2-oxo-1,2,5,6-tetrahydropyridine-3-carbothioamide ClC=1C(=C(C=CC1)NC(=S)C=1C(NCCC1NCC1=C(C=NC=C1)O[C@H](C)C1OCCOC1)=O)OC